C(C)C=1NC=2N(C(C1N1CCN(CC1)C(=O)OC(C)(C)C)=O)N=C(N2)C2=NC=C(C=N2)OC tert-butyl 4-[5-ethyl-2-(5-methoxypyrimidin-2-yl)-7-oxo-4H-[1,2,4]triazolo[1,5-a]pyrimidin-6-yl]piperazine-1-carboxylate